1-(2-fluorophenyl)-4-(methylamino)-7-(trifluoromethyl)pyrido[2,3-d]pyrimidin-2(1H)-one FC1=C(C=CC=C1)N1C(N=C(C2=C1N=C(C=C2)C(F)(F)F)NC)=O